(3-{[2-(4-cyclopropylphenyl)imidazo[1,2-a]pyrimidin-3-yl]methyl}-3,8-diazabicyclo[3.2.1]oct-8-yl)(3-fluoro-6-methoxypyridin-2-yl)methanone C1(CC1)C1=CC=C(C=C1)C=1N=C2N(C=CC=N2)C1CN1CC2CCC(C1)N2C(=O)C2=NC(=CC=C2F)OC